C1(CC1)CN1N=C(C=C1)N 1-(cyclopropylmethyl)pyrazol-3-amine